2-(2,6-dioxopiperidin-3-yl)-5-(methyl-(2-(methylamino)-2,3-dihydro-1H-inden-1-yl)amino)isoindoline-1,3-dione O=C1NC(CCC1N1C(C2=CC=C(C=C2C1=O)N(C1C(CC2=CC=CC=C12)NC)C)=O)=O